O1COC2=C1C=CC(=C2)C(C(=O)C2=C(C=C(C=C2)OC)O)=C (1,3-Benzodioxol-5-yl)-1-(2-hydroxy-4-methoxyphenyl)prop-2-en-1-one